FC=1C(=C(N[C@H](C)C=2C=C(C=C3C(C(=C(OC23)C=2C=NC=CC2)C)=O)C)C=CC1F)C 8-[(1R)-1-(3,4-Difluoro-2-methyl-anilino)ethyl]-3,6-dimethyl-2-(3-pyridyl)chromen-4-one